FC=1C=[N+](C=CC1)CCCS(=O)(=O)O 3-fluoro-1-(3-sulfopropyl)pyridin-1-ium